2-((4-chlorophenethyl)amino)-4-methylpyrimidine-5-carbohydrazide ClC1=CC=C(CCNC2=NC=C(C(=N2)C)C(=O)NN)C=C1